C(C)(C)(C)N(C(O)=O)C1CCC(CC1)N.C1(CC1)C=1N=CN(C1)C=1C=C(C=CC1C)NC(C1=NC(=CC=C1)C1=NN=CN1C(C)C)=O N-(3-(4-cyclopropyl-1H-imidazol-1-yl)-4-methylphenyl)-6-(4-isopropyl-4H-1,2,4-triazol-3-yl)picolinamide tert-butyl-((1s,4s)-4-aminocyclohexyl)carbamate